3-((4-methoxybenzyl)oxy)propane-1,2-diol COC1=CC=C(COCC(CO)O)C=C1